N-(2-fluoro-4-methyl-5-(2-(methylamino)-8,9-dihydroimidazo[1',2':1,6]pyrido[2,3-d]pyrimidin-6-yl)phenyl)pyridine-2-sulfonamide FC1=C(C=C(C(=C1)C)C1=CC2=C(N=C(N=C2)NC)N2C1=NCC2)NS(=O)(=O)C2=NC=CC=C2